3-((7-(3-bromo-4-methyl-6-(trifluoromethyl)pyridin-2-yl)thieno[3,2-b]pyridin-2-yl)methyl)-6,6-dimethyl-3-azabicyclo[3.1.0]hexane-2,4-dione BrC=1C(=NC(=CC1C)C(F)(F)F)C1=C2C(=NC=C1)C=C(S2)CN2C(C1C(C1C2=O)(C)C)=O